1,1,2,2-tetrafluorodisilane F[SiH]([SiH](F)F)F